[C@H]12CNC[C@H](CC1)N2C2=NC(=NC1=C(C(=C(C=C21)F)C2=CC(=CC1=CC=C(C(=C21)CC)F)O)F)OC[C@]21CCCN1C[C@@H](C2)F 4-(4-((1R,5S)-3,8-diazabicyclo[3.2.1]octan-8-yl)-6,8-difluoro-2-(((2R,7aS)-2-fluorotetrahydro-1H-pyrrolizin-7a(5H)-yl)methoxy)quinazolin-7-yl)-5-ethyl-6-fluoronaphthalen-2-ol